tert-butyl 3-(4-(4-fluoro-2-(trifluoromethyl)phenyl)piperidine-1-carbonyl)-1,4,5,7-tetrahydro-6H-pyrazolo[3,4-c]pyridine-6-carboxylate FC1=CC(=C(C=C1)C1CCN(CC1)C(=O)C1=NNC=2CN(CCC21)C(=O)OC(C)(C)C)C(F)(F)F